C(C)OC(/C(=C/C=O)/Br)=O (Z)-2-BROMO-4-OXO-BUT-2-ENOIC ACID ETHYL ESTER